O=C[C@@H](O)[C@H](O)[C@@H](O)[C@H](O)[C@@H](O)CO L-glycero-D-ido-Heptose